2,2-dimethyl-1-phenyl-1,3-propanediol CC(C(O)C1=CC=CC=C1)(CO)C